7-((3aS,4R,6aR)-6-(2-(6-(difluoromethyl)-5-fluoroisoquinolin-8-yl)ethyl)-2,2-dimethyl-3a,6a-dihydro-4H-cyclopenta[d][1,3]dioxol-4-yl)-5-methyl-7H-pyrrolo[2,3-d]pyrimidin-4-amine FC(C=1C(=C2C=CN=CC2=C(C1)CCC1=C[C@H]([C@H]2[C@@H]1OC(O2)(C)C)N2C=C(C1=C2N=CN=C1N)C)F)F